2-(1-oxo-1,5,6,7-tetrahydro-2H-cyclopenta[c]pyridin-2-yl)acetic acid O=C1N(C=CC2=C1CCC2)CC(=O)O